FC=1C=CC(=C(C(=O)NC=2C=CC=C3C=CC=NC23)C1)C=C 5-fluoro-N-(quinolin-8-yl)-2-vinylbenzamide